ethyl 1-(p-bromophenyl)-5-methyl-1H-pyrazole-4-carboxylate BrC1=CC=C(C=C1)N1N=CC(=C1C)C(=O)OCC